(R)-6-bromo-7-methoxy-2-methyl-N-(1-(3-nitro-5-(trifluoromethyl)phenyl)ethyl)quinazoline-4-Amine BrC=1C=C2C(=NC(=NC2=CC1OC)C)N[C@H](C)C1=CC(=CC(=C1)C(F)(F)F)[N+](=O)[O-]